rac-(3R,4R)-1-cyclohexyl-4-{[3-(2,4-difluoro-phenyl)-isoxazole-5-carbonyl]-amino}-piperidine-3-carboxylic acid C1(CCCCC1)N1C[C@H]([C@@H](CC1)NC(=O)C1=CC(=NO1)C1=C(C=C(C=C1)F)F)C(=O)O |r|